ClC=1C=C(NC=2C=3N(C=CN2)C(=CN3)C3=C(C(=C(OCC#N)C=C3)F)F)C=CC1C(=O)N1CCN(CC1)C(CN(C)C)=O 2-[4-[8-[3-chloro-4-[4-[2-(dimethylamino)acetyl]piperazine-1-carbonyl]anilino]imidazo[1,2-a]pyrazin-3-yl]-2,3-difluoro-phenoxy]acetonitrile